3-amino-N-{2-[3-amino-4-(2-methoxyethoxy)pyrrolidin-1-yl]-3-fluoro-5,6,7,8-tetrahydroquinolin-6-yl}-5-fluoro-6-methylthieno[2,3-b]pyridine-2-carboxamide NC1=C(SC2=NC(=C(C=C21)F)C)C(=O)NC2CC=1C=C(C(=NC1CC2)N2CC(C(C2)OCCOC)N)F